ClC1=CC=C(C(=N1)C=1C=C(C(=C(C=O)C1)B1OC(C(O1)(C)C)(C)C)F)NC(C)C=1C=C(C=C2C(C(=C(OC12)N1CCOCC1)C)=O)C 5-(6-chloro-3-((1-(3,6-dimethyl-2-morpholino-4-oxo-4H-chromen-8-yl)ethyl)amino)pyridine-2-yl)-3-fluoro-2-(4,4,5,5-tetramethyl-1,3,2-dioxaborolan-2-yl)benzaldehyde